BrC1=CN=C2N1N=CC=C2C=2C(=NN(C2)C)C2=CC=C(C=C2)F 4-[3-bromoimidazo[1,2-b]pyridazin-8-yl]-3-(4-fluorophenyl)-1-methylpyrazole